C(C)(C)(C)C=1C(=C(C=C(C1)C)CCC(=O)O)O.C(C)(C)(C)C=1C(=C(C=C(C1)C)CCC(=O)O)O.C(COC=C)OC=C ethylene bis(oxyethylene) bis-(3-(5-tert-butyl-4-hydroxy-m-tolyl)propionate)